ClC=1C=2N(C(=C(N1)C)C)C(=NC2)C 8-chloro-3,5,6-trimethylimidazo[1,5-a]pyrazine